4-(nonanoyloxy)-3-((nonanoyloxy)methyl)butanoic acid C(CCCCCCCC)(=O)OCC(CC(=O)O)COC(CCCCCCCC)=O